C(C)(=O)N[C@H](C(=O)N1[C@@H]([C@H]2C([C@H]2C1)(C)C)C(=O)NC(C=1C=NC=C(C1)OC)C#N)C(C)(C)C (1r,2S,5S)-3-((S)-2-acetamido-3,3-dimethylbutyryl)-N-(cyano(5-methoxypyridin-3-yl)methyl)-6,6-dimethyl-3-azabicyclo[3.1.0]hexane-2-carboxamide